1-((3r,5r,7r)-adamantan-1-yl)ethan-1-amine C12(CC3CC(CC(C1)C3)C2)C(C)N